N-[1-(3-chloro-4-methylphenyl)-1H-indazol-4-yl]-5-{[(2,2-dimethylpropionyl)amino]methyl}-2-(trifluoromethyl)benzamide Gallium(III) trifluoromethanesulfonate FC(S(=O)(=O)[O-])(F)F.[Ga+3].ClC=1C=C(C=CC1C)N1N=CC2=C(C=CC=C12)NC(C1=C(C=CC(=C1)CNC(C(C)(C)C)=O)C(F)(F)F)=O.FC(S(=O)(=O)[O-])(F)F.FC(S(=O)(=O)[O-])(F)F